CC12CCC(C=C1)C2 Methyl-5-norbornen